ClC=1C=C(CN2CC(CC2)C(=O)O)C=C(C1)Cl 1-(3,5-dichlorobenzyl)pyrrolidine-3-carboxylic acid